N1(CCCC2=CC=CC=C12)C1CCC=2C(=NC(=NC2C1)OCC1N(CCC1)C)N1CC(N(CC1)C(C=CCN1CCOCC1)=O)CC#N 2-(4-(7-(3,4-dihydroquinolin-1(2H)-yl)-2-((1-methylpyrrolidin-2-yl)methoxy)-5,6,7,8-tetrahydroquinazolin-4-yl)-1-(4-morpholinobut-2-enoyl)piperazin-2-yl)acetonitrile